CN(C(OC1=CC2=C([C@@H](N(C(O2)=O)CC2=CC(=CC=C2)NS(NC)(=O)=O)C)C=C1)=O)C (S)-4-methyl-3-(3-((N-methylsulfamoyl)amino)benzyl)-2-oxo-3,4-dihydro-2H-benzo[e][1,3]oxazin-7-yl dimethylcarbamate